(+/-)-Methyl 3-(1-(2-amino-6-methylpyrimidin-4-yl)azepan-2-yl)-4-methoxybenzoate NC1=NC(=CC(=N1)N1[C@H](CCCCC1)C=1C=C(C(=O)OC)C=CC1OC)C |r|